C(C)(C)(C)OC(=O)N[C@@H]([C@@H](C(=O)N[C@H](C(=O)O)C1=C(C(=C(C=C1)F)C(F)(F)F)F)O)CC1=CC=CC=C1 (S)-2-((2S,3R)-3-((tert-butoxycarbonyl)amino)-2-hydroxy-4-phenylbutanamido)-2-(2,4-difluoro-3-(trifluoromethyl)phenyl)acetic acid